C1(=CC=CC=C1)C1=CC=C(C=N1)NC(OC1=CC=CC=C1)=O phenyl (6-phenylpyridin-3-yl)carbamate